CC=1N=C2N(C=CC=C2C(=O)O)C1 methylimidazo[1,2-a]pyridine-8-carboxylic acid